(S)-1-(4-(6-Hydroxy-2,2-dimethyl-1,2,3,4-tetrahydronaphthalen-1-yl)phenyl)piperidine OC=1C=C2CCC([C@H](C2=CC1)C1=CC=C(C=C1)N1CCCCC1)(C)C